OC1(CCN(CC1)C(C[C@@H](C)C1=CC=CC=C1)=O)CN1C=NC(=CC1=O)N(C)CCO (R)-3-((4-hydroxy-1-(3-phenylbutanoyl)piperidin-4-yl)methyl)-6-((2-hydroxyethyl)(methyl)amino)pyrimidin-4(3H)-one